(3,5-dimethoxyphenethyl)-1H-pyrazole-5-amine COC=1C=C(CCN2N=CC=C2N)C=C(C1)OC